N1C(CCC2=CC=CC=C12)=O Dihydrochinolinone